3-{4-[(4-acetylphenyl)sulfamoyl]phenyl}-1-(pyridin-3-ylmethyl)urea C(C)(=O)C1=CC=C(C=C1)NS(=O)(=O)C1=CC=C(C=C1)NC(NCC=1C=NC=CC1)=O